(Z)-cyclopentadecan-4-en-1-one C1(CC\C=C/CCCCCCCCCC1)=O